1,1,1,3,3,3-Hexafluoropropan-2-yl (R)-1-(pyridin-2-ylcarbamoyl)-6-azaspiro[2.5]octan-6-carboxylat N1=C(C=CC=C1)NC(=O)[C@@H]1CC12CCN(CC2)C(=O)OC(C(F)(F)F)C(F)(F)F